N-(1-benzyl-6-pentanoyl-3,4-dihydro-2H-quinolin-8-yl)-2-methyl-propane-1-sulfonamide C(C1=CC=CC=C1)N1CCCC2=CC(=CC(=C12)NS(=O)(=O)CC(C)C)C(CCCC)=O